ClC1=CC2=C(C(OC(N2C2=CC=CC=C2)=O)=O)C=C1 7-chloro-1-phenyl-2,4-dihydro-1H-3,1-benzo-oxazine-2,4-dione